tert-Butyl 4-((2-(((6-bromo-4-chloropyridin-3-yl)oxy)methyl)oxazol-5-yl)methyl)piperidine-1-carboxylate BrC1=CC(=C(C=N1)OCC=1OC(=CN1)CC1CCN(CC1)C(=O)OC(C)(C)C)Cl